Cl.C(CCCCCCCC)OC1=C(C=C(C=C1)C1=NOC(=N1)CCCN)C(F)(F)F 3-(3-(4-(nonyloxy)-3-(trifluoromethyl)phenyl)-1,2,4-oxadiazol-5-yl)propan-1-amine hydrochloride